C(C=C)OC(=O)N[C@@H](C(C)C)C(=O)N[C@@H](CCCCNC(=O)OCC(Cl)(Cl)Cl)C(=O)NC1=CC=C(C=C1)CO N-[(Prop-2-en-1-yloxy)carbonyl]-L-valyl-N-[4-(hydroxymethyl)phenyl]-N6-[(2,2,2-trichloroethoxy)carbonyl]-L-lysinamide